(2-{2-bromo-4-fluoro-5-[3-methyl-2,6-dioxo-4-(trifluoromethyl)-3,6-dihydropyrimidin-1(2H)-yl]phenoxy}phenoxy)acetic acid cyclopropylmethyl ester C1(CC1)COC(COC1=C(C=CC=C1)OC1=C(C=C(C(=C1)N1C(N(C(=CC1=O)C(F)(F)F)C)=O)F)Br)=O